Cl.N[C@H](C(=O)OC)CC1=CC=C(C=2N1C=CN2)C=2C(N(C(N(C2C)C)=O)C)=O methyl (S)-2-amino-3-(8-(1,3,6-trimethyl-2,4-dioxo-1,2,3,4-tetrahydro pyrimidin-5-yl)imidazo[1,2-a]pyridin-5-yl)propanoate hydrochloride